FC=1C=C2C(=C(C(N(C2=CC1)C)=O)C=1C=2N(C(=CC1)C[C@@H](C(=O)OC)NC(C1=CC=CC=C1)(C1=CC=CC=C1)C1=CC=CC=C1)C=CN2)C(F)(F)F methyl (S)-3-(8-(6-fluoro-1-methyl-2-oxo-4-(trifluoromethyl)-1,2-dihydroquinolin-3-yl)imidazo[1,2-a]pyridin-5-yl)-2-(tritylamino)propanoate